ClC1=C(C=CC2=C1C(=N[C@H](C=1N2N=C(N1)C(=O)N)C)C1=C(C=CC=C1F)F)Cl (4S)-7,8-dichloro-6-(2,6-difluorophenyl)-4-methyl-4H-[1,2,4]triazolo[1,5-a][1,4]benzodiazepine-2-carboxamide